D-Fructuronate OCC(=O)[C@@H](O)[C@H](O)[C@H](O)C(=O)[O-]